2-(6'-bromo-5'-fluoro-1',3'-dioxospiro[cyclopropane-1,4'-isoquinoline]-2'-yl)-N-(1H-pyrazolo[3,4-d]pyrimidin-6-yl)acetamide BrC=1C(=C2C3(C(N(C(C2=CC1)=O)CC(=O)NC1=NC=C2C(=N1)NN=C2)=O)CC3)F